CCCCCCC/C=C\CCCCCCCC(=O)OC[C@H](COP(=O)(O)OC[C@@H](C(=O)O)N)OC(=O)CCCCCC/C=C\C/C=C\C/C=C\CCCCC 1-(9Z-heptadecenoyl)-2-(8Z,11Z,14Z-eicosatrienoyl)-glycero-3-phosphoserine